tert-butyl (4-bromo-3-cyano-7-fluorothieno[3,2-c]pyridin-2-yl)(tert-butoxycarbonyl)carbamate BrC1=NC=C(C2=C1C(=C(S2)N(C(OC(C)(C)C)=O)C(=O)OC(C)(C)C)C#N)F